NC[C@H]1C(N[C@H](C(NCC(O[C@@H]([C@H](C(N([C@H](C(N[C@H](C(N1)=O)C1CCCCC1)=O)CC(C)C)C)=O)C)CCCCCC)=O)=O)CNC(C)=O)=O N-[[(6S,9S,12S,15S,18R,19R)-9-(aminomethyl)-12-cyclohexyl-19-hexyl-15-isobutyl-16,18-dimethyl-2,5,8,11,14,17-hexaoxo-1-oxa-4,7,10,13,16-pentazacyclononadec-6-yl]methyl]acetamide